BrC=1C=CC(=C(C1)C1=CC(=CC=C1)Cl)S(=O)(=O)N1[C@@H](C[C@@](CC1)(C(=O)N[C@H](C)\C=C\C(=O)N1CC(C1)(F)F)F)C (2R,4S)-1-((5-bromo-3'-chloro-[1,1'-biphenyl]-2-yl)sulfonyl)-N-((R,E)-5-(3,3-difluoroazetidin-1-yl)-5-oxopent-3-en-2-yl)-4-fluoro-2-methylpiperidine-4-carboxamide